Cl.CNC(=O)C1=NC=C(C=C1)C[C@H]1CNCC1 N-methyl-5-[(3R)-pyrrolidin-3-ylmethyl]pyridine-2-carboxamide HCl salt